2-amino-4-(2-((tert-butoxycarbonyl)amino)-3-cyano-7-fluorobenzo[b]thiophen-4-yl)-3-fluoro-5-iodobenzoic acid NC1=C(C(=O)O)C=C(C(=C1F)C1=CC=C(C=2SC(=C(C21)C#N)NC(=O)OC(C)(C)C)F)I